BrC=1C=C2C3=C(N(C2=C(C1)C=1C=NN(C1)C)CC)C(=NC(=C3)C)CC 6-Bromo-1,9-diethyl-3-methyl-8-(1-methyl-1H-pyrazol-4-yl)-9H-pyrido[3,4-b]indole